3-(2,4-difluorophenyl)-1-[4-(1,5-dimethylpyrazol-4-yl)-3,4-dihydro-1H-isoquinolin-2-yl]propan-1-one FC1=C(C=CC(=C1)F)CCC(=O)N1CC2=CC=CC=C2C(C1)C=1C=NN(C1C)C